ClC=1C=NN(C(C1Cl)=O)CCNC=1C=CC(=C(C1)S(=O)(=O)N(C)C)C 5-[2-(4,5-dichloro-6-oxo-pyridazin-1-yl)ethylamino]-N,N,2-trimethyl-benzenesulfonamide